3-methyldimethoxysilyl-N-(1,3-dimethyl-butylidene)propylamine C[Si](CCCN=C(CC(C)C)C)(OC)OC